ClC=1C=CC2=C(N(C3=C(N(C2=O)C)C=CC=C3)CCCCN(C/C=C/C(=O)N(C)OC)C)C1 (E)-4-{[4-(3-chloro-10-methyl-11-oxo-10,11-dihydro-5H-dibenzo[b,e][1,4]diazepin-5-yl)butyl](methyl)amino}-N-methoxy-N-methyl-but-2-enamide